N-(4'-methoxy-[1,1'-biphenyl]-3-yl)-N-methyl-8-vinyl-[1,2,4]triazolo[4,3-a]quinazolin-5-amine COC1=CC=C(C=C1)C1=CC(=CC=C1)N(C1=NC=2N(C3=CC(=CC=C13)C=C)C=NN2)C